CN1C=NC2=C(C1=O)C(=NC=C2C2=CC=C(C=C2)C(F)(F)F)N[C@H]2CCNC(C21CC1)=O (S)-3-methyl-5-((4-oxo-5-azaspiro[2.5]octan-8-yl)amino)-8-(4-(trifluoromethyl)phenyl)pyrido[4,3-d]pyrimidin-4(3H)-one